O1C(COC2=C1C=CC=C2)C2=CC=C(CN1CCC(CC1)CC(=O)N(C)C)C=C2 2-{1-[4-(2,3-dihydro-1,4-benzodioxin-2-yl)benzyl]piperidin-4-yl}-N,N-dimethylacetamide